C(=O)O[C@H]1CN(C[C@@H](C1)NC1=NN=C(C=2N1C=CC2)C2=C(C=C(C=C2)OC(F)F)C(F)(F)F)C (3r,5r)-5-({1-[4-(difluoromethoxy)-2-(trifluoromethyl)phenyl]pyrrolo[1,2-d][1,2,4]triazin-4-yl}amino)-1-methylpiperidin-3-ol formate